2-(vinyl-ethoxy)ethyl acrylate C(C=C)(=O)OCCOCCC=C